tert-Butyl 3-(1-(4-chlorophenyl)-1H-pyrazol-4-yl)-5-fluorobenzylcarbamate ClC1=CC=C(C=C1)N1N=CC(=C1)C=1C=C(CNC(OC(C)(C)C)=O)C=C(C1)F